2-{3-[methyl(2,2,6,6-tetramethylpiperidin-4-yl)amino]-1,2,4-triazin-6-yl}-5-(1H-pyrazol-4-yl)pyridin-3-ol trifluoroacetate FC(C(=O)O)(F)F.CN(C=1N=NC(=CN1)C1=NC=C(C=C1O)C=1C=NNC1)C1CC(NC(C1)(C)C)(C)C